NC1=C(C(NC2=C(C=CC=C12)C1=NC=CN=C1)=O)C(=O)NCCC 4-amino-2-oxo-N-propyl-8-(pyrazin-2-yl)-1,2-dihydroquinoline-3-carboxamide